CS(=O)(=O)N1C=2C=CC=CC2C=2C=3[C@](CCC12)(CCCN3)C#N (R)-7-(Methylsulfonyl)-2,3,4,5,6,7-hexahydro-4aH-pyrido[3,2-c]carbazole-4a-carbonitrile